(E)-3-(3,4-dimethoxyphenyl)-N-(10-hydroxydecyl)prop-2-enamide COC=1C=C(C=CC1OC)/C=C/C(=O)NCCCCCCCCCCO